C(C)N(CCNC(OC(CCCO)CCCCCC)=O)C 1-hydroxydecan-4-yl (2-(ethyl(methyl)amino)ethyl)carbamate